O(C1=CC=CC=C1)P(=O)(OC1=CC=CC=C1)OC=1N([C@@H](COC1)C)C(=O)OC(C)(C)C tert-butyl (R)-5-((diphenoxyphosphoryl)oxy)-3-methyl-2,3-dihydro-4H-1,4-oxazine-4-carboxylate